3-(N-morphoLino)-2-hydroxypropanesulfonic acid C1COCCN1CC(CS(=O)(=O)O)O